3,5-difluoro-2-((tetrahydro-2H-pyran-4-yl)oxy)benzonitrile FC=1C(=C(C#N)C=C(C1)F)OC1CCOCC1